2-(chloromethyl)-5-phenylpyrazine ClCC1=NC=C(N=C1)C1=CC=CC=C1